lead trisilicate sulfate S(=O)(=O)([O-])[O-].[Si](O)(O)(O)O.[Si](O)(O)(O)O.[Si](O)(O)(O)O.[Pb+2]